methyl 6-[5-[(1S)-1-[[6-chloro-8-(trifluoromethyl)quinazolin-4-yl]-methyl-amino]ethyl]-1,2,4-triazol-1-yl]pyrimidine-4-carboxylate ClC=1C=C2C(=NC=NC2=C(C1)C(F)(F)F)N([C@@H](C)C1=NC=NN1C1=CC(=NC=N1)C(=O)OC)C